(8-(10-(dibenzothiophen-3-yl)anthracen-9-yl)dibenzofuran-2-yl)-4,6-diphenyl-1,3,5-triazine C1=CC(=CC=2SC3=C(C21)C=CC=C3)C3=C2C=CC=CC2=C(C2=CC=CC=C32)C=3C=CC2=C(C1=C(O2)C=CC(=C1)C1=NC(=NC(=N1)C1=CC=CC=C1)C1=CC=CC=C1)C3